BrC1=C(C2=C(N(N=N2)C)C=C1)C 5-bromo-1,4-dimethyl-1,2,3-benzotriazole